(3-iodo-6-methoxy-1-(4-methoxybenzyl)-1H-pyrazolo[4,3-b]pyridin-5-yl)-2,3-dihydro-1H-indene-1-carbonitrile IC1=NN(C=2C1=NC(=C(C2)OC)C2(CCC1=CC=CC=C21)C#N)CC2=CC=C(C=C2)OC